TBDPStert-Butyldiphenylchlorosilane dipalladium (0) [Pd].[Pd].[Si](C1=CC=CC=C1)(C1=CC=CC=C1)(C(C)(C)C)C1=C(C=CC=C1)[Si](Cl)(C1=CC=CC=C1)C(C)(C)C